methyl 2-{bicyclo[2.2.1]heptan-2-yl}acetate C12C(CC(CC1)C2)CC(=O)OC